CN1CCN(CC1)C1CCN(CC1)C=1C=NC2=CC=C(C=C2C1)C=1C(=NNC1)C1=NC(=CC=C1)C 3-[4-(4-methylpiperazin-1-yl)-1-piperidyl]-6-[3-(6-methyl-2-pyridyl)-1H-pyrazol-4-yl]quinoline